(S)-4-(3-(4-(1-(Phenylsulfonyl)-1H-pyrrolo[2,3-b]pyridin-3-yl)thiazol-2-yl)phenyl)-5,6-dihydro-4H-cyclopenta[d]thiazol-4-ol C1(=CC=CC=C1)S(=O)(=O)N1C=C(C=2C1=NC=CC2)C=2N=C(SC2)C=2C=C(C=CC2)[C@]2(CCC1=C2N=CS1)O